N-(4-bromophenyl)carbazole BrC1=CC=C(C=C1)N1C2=CC=CC=C2C=2C=CC=CC12